acrylic acid-6-aminohexyl ester NCCCCCCOC(C=C)=O